(R)-3-((S)-3-(3-allylphenyl)-1-(tert-butoxy)-1-oxopropan-2-yl)pyrrolidine-1-carboxylic acid tert-butyl ester C(C)(C)(C)OC(=O)N1C[C@H](CC1)[C@@H](C(=O)OC(C)(C)C)CC1=CC(=CC=C1)CC=C